5-(2-chlorophenyl)-N-(4-chlorophenyl)-N-methylnicotinamide ClC1=C(C=CC=C1)C=1C=NC=C(C(=O)N(C)C2=CC=C(C=C2)Cl)C1